1,12-bis(m-aminophenoxy)dodecane NC=1C=C(OCCCCCCCCCCCCOC2=CC(=CC=C2)N)C=CC1